methyl 5-(ethoxymethyl)furan-2-carboxylate C(C)OCC1=CC=C(O1)C(=O)OC